FC=1C=C(C=CC1)CN1C(=CC2=C(C=CC=C12)N1CCN(CC1)C)C(F)(F)F 1-[(3-Fluorophenyl)Methyl]-4-(4-Methylpiperazin-1-Yl)-2-(Trifluoromethyl)-1H-Indole